NC(CN1N=CC(=C1)C1=CC2=C(N(C=N2)C2=CC(=C(C(=O)NCC)C(=C2)OC)OC)C=C1)=O 4-[5-(1-(2-amino-2-oxo-ethyl)pyrazol-4-yl)benzimidazol-1-yl]-N-ethyl-2,6-dimethoxy-benzamide